CC1(OB(OC1(C)C)C=1C=NN(C1)CC=1C=C(C=O)C=CC1)C 3-[4-(4,4,5,5-tetramethyl-[1,3,2]dioxaborolan-2-yl)-pyrazol-1-ylmethyl]-benzaldehyde